4-{[(2S,4R)-4-fluoro-4-(2-fluoroethyl)-5-oxopyrrolidin-2-yl]methoxy}-6-methoxyquinoline F[C@]1(C[C@H](NC1=O)COC1=CC=NC2=CC=C(C=C12)OC)CCF